ClC1=CC=C(OC(C(=O)N2CCC(CC2)NS(=O)(=O)C=C)(C)C)C=C1 N-(1-(2-(4-chlorophenoxy)-2-methylpropanoyl)piperidin-4-yl)ethenesulfonamide